C(C)(C)(C)OC(=O)N1CC(OCC1)C(F)(F)C1=C(C(=CC=C1)C(C)=O)F 2-[(3-acetyl-2-fluoro-phenyl)-difluoro-methyl]Morpholine-4-carboxylic acid tert-butyl ester